1-[(2-fluoro-4-nitrophenyl)methyl]-1-(1-methylpiperidin-4-yl)-3-{[4-(propane-2-yloxy)phenyl]methyl}urea FC1=C(C=CC(=C1)[N+](=O)[O-])CN(C(=O)NCC1=CC=C(C=C1)OC(C)C)C1CCN(CC1)C